5-bromo-2,4-dipentoxybenzaldehyde BrC=1C(=CC(=C(C=O)C1)OCCCCC)OCCCCC